1,5,7-triazidobicyclo(4.4.0)dec-5-ene N(=[N+]=[N-])C12CCCC(=C2C(CCC1)N=[N+]=[N-])N=[N+]=[N-]